ClC1=C(CNC(CC2=CC=CC=C2)C)C=CC=C1 N-(2-chlorobenzyl)-1-phenyl-2-aminopropane